CN1C(=NC=C1)C 1,2-di-methylimidazol